Cl.O=C1NC(CCC1C1=NN(C2=C(C=CC=C12)NC(CN1CCNCC1)=O)C)=O N-[3-(2,6-dioxo-3-piperidyl)-1-methyl-indazol-7-yl]-2-piperazin-1-yl-acetamide hydrochloride